2-methyl-6-(4-(4,4,5,5-tetramethyl-1,3,2-dioxaborolan-2-yl)phenyl)pyridine TFA salt OC(=O)C(F)(F)F.CC1=NC(=CC=C1)C1=CC=C(C=C1)B1OC(C(O1)(C)C)(C)C